C(CCC)NC(NC=1C=C2C(=NC=NC2=CC1OCC)OC1=C(C=C(C=C1)NC(=O)C1=NN(C=N1)C1=CC=C(C=C1)F)F)=O N-(4-((6-(3-butylureido)-7-ethoxyquinazolin-4-yl)oxy)-3-fluorophenyl)-1-(4-fluorophenyl)-1H-1,2,4-triazole-3-carboxamide